CC1=CC(=NC=C1B1OC(C(O1)(C)C)(C)C)N1CCOCC1 4-(4-methyl-5-(4,4,5,5-tetramethyl-1,3,2-dioxaborolan-2-yl)pyridin-2-yl)morpholine